BrC1=C2CCN([C@@H](C2=C(C=C1)OCC1=NN(C=N1)C)CN1C(C2=CC=CC=C2C1)=O)C(=O)[C@H]1[C@H](CCCC1)C(=O)O (1S,2r)-2-((S)-5-bromo-8-((1-methyl-1H-1,2,4-triazol-3-yl)methoxy)-1-((1-oxoisoindolin-2-yl)methyl)-1,2,3,4-tetrahydroisoquinoline-2-carbonyl)cyclohexane-1-carboxylic acid